C1(CCCC1)C=1C(=CC(N(C1)C)=O)C=1C2=C(C(N(C1)C)=O)NC(=C2)C=2N(N=C(C2)C)C 5-cyclopentyl-4-[2-(2,5-dimethylpyrazol-3-yl)-6-methyl-7-oxo-1H-pyrrolo[2,3-c]pyridin-4-yl]-1-methylpyridin-2-one